4-(5-((9-(3,3-Dimethylbutyl)-2,9-diazaspiro[5.5]undecan-2-yl)sulfonyl)pyridin-2-yl)morpholine CC(CCN1CCC2(CCCN(C2)S(=O)(=O)C=2C=CC(=NC2)N2CCOCC2)CC1)(C)C